C1(CC1)CN1CC(C(CC1)(O)C=1C=C(C(=O)N)C=CC1)CN(C)C 3-(1-(cyclopropylmethyl)-3-((dimethylamino)methyl)-4-hydroxypiperidin-4-yl)benzamide